Para-tertiary butyl-benzenepropionaldehyde C(C)(C)(C)C1=CC=C(C=C1)CCC=O